P(OCC(CCCC)CC)(OCCCC)=O.[Nd] neodymium (2-ethylhexyl) butyl phosphonate